(6-fluoro-2,4-dimethylsulfonyl-9H-pyrimido[4,5-b]indol-8-yl)(methyl)carbamic acid tert-butyl ester C(C)(C)(C)OC(N(C)C=1C=C(C=C2C3=C(NC12)N=C(N=C3S(=O)(=O)C)S(=O)(=O)C)F)=O